5-chloro-4-[(3S)-3-(dimethylamino)pyrrolidin-1-yl]-2-(2-fluoro-4-pyridinyl)-1H-pyrimidin-6-one ClC1=C(N=C(NC1=O)C1=CC(=NC=C1)F)N1C[C@H](CC1)N(C)C